C(C1CO1)N GLYCIDYLAMINE